COC=1C=C2[C@]3(C(NC2=CC1)=O)[C@@H](C3)C3=CC=C1C(=NNC1=C3)NC3=NC=NC=C3C (1r,2s)-5'-methoxy-2-{3-[(5-methylpyrimidin-4-yl)amino]-1H-indazol-6-yl}spiro[cyclopropane-1,3'-indol]-2'(1'H)-one